ClC1=CC=C2C(=NN(C2=C1)C=1C=NC=CC1)C(C)N1N=C(C=2C1=NC=NC2N)C2=CC(=C(C=C2)OC)OC 1-(1-(6-Chloro-1-(pyridin-3-yl)-1H-indazol-3-yl)ethyl)-3-(3,4-dimethoxyphenyl)-1H-pyrazolo[3,4-d]pyrimidin-4-amine